FC(C)(F)C=1C(=C(C=CC1)[C@@H](C)NC=1C2=C(N=C(N1)C)C=NC(=C2)N2C[C@H](CC2)NC(C)=O)F N-[(3S)-1-[4-[[(1R)-1-[3-(1,1-difluoroethyl)-2-fluoro-phenyl]ethyl]amino]-2-methyl-pyrido[3,4-d]pyrimidin-6-yl]pyrrolidin-3-yl]acetamide